C(\C=C\C(=O)O)(=O)O.FC1=CC=C(C2=CC=CC=C12)CCN(C)C 2-(4-fluoronaphthalen-1-yl)-N,N-dimethylethan-1-amine fumarate